CN(C(N[C@@H](CC/C=C/C(=O)N(C)C)C(=O)NC=1C(N(C=CC1)CC1=NC2=C(N1)C(=CC(=C2)F)CC(C)C)=O)=O)C (S,E)-6-(3,3-Dimethylureido)-N7-(1-((5-fluoro-7-isobutyl-1H-benzo[d]imidazol-2-yl)methyl)-2-oxo-1,2-dihydropyridin-3-yl)-N1,N1-dimethylhept-2-endiamid